2,4-dichloro-5-cyanopyridine ClC1=NC=C(C(=C1)Cl)C#N